C(CC)OS(=O)(=O)C1=C(C=C(C)C=C1)N1N=NC(=C1)CNCC1=CC=C(C=C1)C=O 3-(4-(((4-Formylphenyl)methylamino)methyl)-1H-1,2,3-triazol-1-yl)p-toluenesulfonic acid propyl ester